1-(5-(difluoromethyl)-6-(2-hydroxy-4-(trifluoromethyl)phenyl)-1,2,4-triazin-3-yl)octahydro-6H-pyrrolo[2,3-c]pyridine-6-carboxylate FC(C=1N=C(N=NC1C1=C(C=C(C=C1)C(F)(F)F)O)N1CCC2C1CN(CC2)C(=O)[O-])F